NCCNC1=CC(=C(C(=C1)F)N1C(N(C=2N=CC(=CC2C=2C=CC(=CC12)Cl)F)CC)=O)F 10-{4-[(2-aminoethyl)amino]-2,6-difluorophenyl}-13-chloro-8-ethyl-4-fluoro-6,8,10-triazatricyclo[9.4.0.02,7]pentadeca-1(11),2(7),3,5,12,14-hexaen-9-one